tert-butyl 4,4-difluoro-3-(6-methoxypyridin-3-yl)-3-methylpiperidine-1-carboxylate FC1(C(CN(CC1)C(=O)OC(C)(C)C)(C)C=1C=NC(=CC1)OC)F